C1(=CC=CC=C1)C1=C(C(=NN=N1)C1=C(C=CC=C1)C1=NSC2=CC3=C(C=CC=4C=5C=CC=CC5CC34)C2=C1)C1=CC=CC=C1 [(diphenyltriazinyl)Phenyl]thiaazaindenofluorene